Cl.NCC1=CC=C(S1)C(CSC1=NC(=NC2=CC=CC=C12)C(F)(F)F)=O 1-(5-(aminomethyl)thiophen-2-yl)-2-((2-(trifluoromethyl)quinazolin-4-yl)thio)ethanone hydrochloride